4-methyl-1,5-benzodiazepine CC1=NC2=C(NC=C1)C=CC=C2